C1(CC1)[C@@H](C(=O)NC)NC(C(=O)C1=C(C(=C(N1C)C)C(=O)NC1=CC(=C(C=C1)F)C)C)=O (S)-5-(2-((1-cyclopropyl-2-(methylamino)-2-oxoethyl)amino)-2-oxoacetyl)-N-(4-fluoro-3-methylphenyl)-1,2,4-trimethyl-1H-pyrrole-3-carboxamide